ClC1=CC2=C(C(=NNC2=O)C)N=C1 3-chloro-8-methylpyrido[2,3-d]pyridazin-5(6H)-one